1-OXA-13-CYCLOHEXADECEN O1CCCCCCCCCCCC=CCC1